tert-butyl 2-((3-(2-(methoxymethoxy)phenyl)-7-((2-(trimethylsilyl)ethoxy)methyl)-7H-pyrrolo[2,3-c]pyridazin-6-yl)methyl)azetidine-1-carboxylate COCOC1=C(C=CC=C1)C1=CC2=C(N=N1)N(C(=C2)CC2N(CC2)C(=O)OC(C)(C)C)COCC[Si](C)(C)C